BrC1=C(C=C2NC(C=3N(C2=C1F)C(=NN3)CC=3C=NC=CC3)(C)C)F 8-bromo-7,9-difluoro-4,4-dimethyl-1-(pyridin-3-ylmethyl)-4,5-dihydro-[1,2,4]triazolo[4,3-a]quinoxaline